2,2,2-trifluoro-1-(3-(4-hydroxy-7-methoxyquinazolin-6-yl)azetidin-1-yl)ethan-1-one FC(C(=O)N1CC(C1)C=1C=C2C(=NC=NC2=CC1OC)O)(F)F